(S)-(-)-2-amino-3,3-dimethyl-1,1-diphenyl-1-butanol CC(C)(C)[C@@H](C(C1=CC=CC=C1)(C2=CC=CC=C2)O)N